FC=1C=C(C=CC1OC)N1C(NC=2C=NC=CC21)=O 1-(3-fluoro-4-methoxyphenyl)-1H-imidazo[4,5-c]pyridin-2(3H)-one